4-Ethyl-Anisole tert-Butyl-(2S)-2-((1-cyano-2-oxo-2-(pyridazin-4-yl)ethoxy)methyl)morpholine-4-carboxylate C(C)(C)(C)OC(=O)N1C[C@H](OCC1)COC(C(C1=CN=NC=C1)=O)C#N.C(C)C1=CC=C(C=C1)OC